3-methoxy-4-(1-methyl-4-(trifluoromethyl)-1H-imidazol-2-yl)benzoic acid methyl ester COC(C1=CC(=C(C=C1)C=1N(C=C(N1)C(F)(F)F)C)OC)=O